N1-(7-chloroquinolin-4-yl)-N2-(3-(4-(7-chloroquinolin-4-yl)piperazin-1-yl)propyl)ethane-1,2-diamine ClC1=CC=C2C(=CC=NC2=C1)NCCNCCCN1CCN(CC1)C1=CC=NC2=CC(=CC=C12)Cl